NC1=NN(C(=C1)C1=CC(=CC=C1)Cl)C(=O)C1=CC(=C(C=C1)OC)OC (3-amino-5-(3-chlorophenyl)-1H-pyrazol-1-yl)(3,4-dimethoxyphenyl)methanone